6,7-dimethoxy-2-naphthoate sodium [Na+].COC=1C=C2C=CC(=CC2=CC1OC)C(=O)[O-]